2-fluoro-4-(3-((6-methyl-1H-indazol-5-yl)amino)-1H-pyrazol-5-yl)phenol FC1=C(C=CC(=C1)C1=CC(=NN1)NC=1C=C2C=NNC2=CC1C)O